4-amino-N-((S)-cyclopropyl-(5-(trifluoromethyl)-2-pyridinyl)methyl)-N-ethyl-1,3-dihydrofuro[3,4-c]quinoline-8-carboxamide NC1=NC=2C=CC(=CC2C2=C1COC2)C(=O)N(CC)[C@H](C2=NC=C(C=C2)C(F)(F)F)C2CC2